6-tert-butylbicyclo[2.2.1]hept-5-ene-2-carboxylate C(C)(C)(C)C1=CC2CC(C1C2)C(=O)[O-]